2-{1-[2-(4-chloro-phenoxy)-1-methyl-ethoxyimino]-butyl}-5-(2-ethylsulfanyl-propyl)-3-hydroxy-cyclohex-2-enone ClC1=CC=C(OCC(ON=C(CCC)C=2C(CC(CC2O)CC(C)SCC)=O)C)C=C1